N-(2,4-difluoro-3-(2-methoxy-N-methylacetamido)phenyl)benzamide FC1=C(C=CC(=C1N(C(COC)=O)C)F)NC(C1=CC=CC=C1)=O